ethyl 2-({6-[(1,3-benzothiazol-2-yl) amino]-5-methylpyridazin-3-yl} (3-methoxypropyl) amino)-5-(3-methoxypropyl)-1,3-thiazole-4-carboxylate S1C(=NC2=C1C=CC=C2)NC2=C(C=C(N=N2)N(C=2SC(=C(N2)C(=O)OCC)CCCOC)CCCOC)C